Lithium 2-(cyclopropylamino)pyrimidine-5-carboxylate C1(CC1)NC1=NC=C(C=N1)C(=O)[O-].[Li+]